O=C1N(C(C2=CC=CC=C12)=O)CCOCCCOCCN1C(C2=CC=CC=C2C1=O)=O 2-[2-[3-[2-(1,3-Dioxoisoindolin-2-yl)ethoxy]propoxy]ethyl]isoindoline-1,3-dione